C(C=C)(=O)OCCCCCCCCCCC[Si](I)(I)I acryloxyundecyltriiodosilane